2-(2,4-difluorophenyl)-1-(4-((4-fluorophenyl)sulfonyl)piperazin-1-yl)-2-methylpropan-1-one FC1=C(C=CC(=C1)F)C(C(=O)N1CCN(CC1)S(=O)(=O)C1=CC=C(C=C1)F)(C)C